(3-Isopropylidene-2,2-Dimethylcyclobutyl)Methyl Methanesulfonate CS(=O)(=O)OCC1C(C(C1)=C(C)C)(C)C